ClC=1C=C2C(=C3C4(NC(NC13)=O)CCCCC4)OC(=C2)C(=O)NC2CC(OC(C2)(C)C)(C)C 5'-chloro-7'-oxo-N-(2,2,6,6-tetramethyloxan-4-yl)-7',8'-dihydro-6'H-spiro[cyclohexane-1,9'-furo[2,3-f]quinazoline]-2'-carboxamide